(1-(trifluoromethyl)-1H-pyrazol-4-yl)methylamine hydrochloride Cl.FC(N1N=CC(=C1)CN)(F)F